FC(C1=C(C=CC=C1)C=1NC=CN1)(F)F 2-(2-trifluoromethyl-phenyl)imidazole